5-[1-[3-bromo-5-[1,2,2,2-tetrafluoro-1-(trifluoromethyl)ethyl]-1-(2,2,2-trifluoroethyl)pyrrol-2-yl]pyrazol-4-yl]-2-chloro-N-(1-cyanocyclopropyl)benzamide BrC1=C(N(C(=C1)C(C(F)(F)F)(C(F)(F)F)F)CC(F)(F)F)N1N=CC(=C1)C=1C=CC(=C(C(=O)NC2(CC2)C#N)C1)Cl